CC([C@@H](C(=O)N1[C@@H]([C@H]2C([C@H]2C1)(C)C)C(=O)O)NC(=O)C1COC1)(C)C (1R,2S,5S)-3-[(2S)-3,3-dimethyl-2-(oxetane-3-carbonylamino)butanoyl]-6,6-dimethyl-3-azabicyclo[3.1.0]hexane-2-carboxylic acid